C(C)(=O)OC(CCC#N)C1=CC(=C(C=C1)F)F 1-(3,4-difluorophenyl)-3-cyano-propyl acetate